Racemic-N-(6-amino-5-methyl-3-pyridyl)-2-[(2S,5R)-2-[2-(methoxymethyl)-1,3-benzothiazol-5-yl]-5-methyl-1-piperidyl]-2-oxo-acetamide NC1=C(C=C(C=N1)NC(C(=O)N1[C@@H](CC[C@H](C1)C)C=1C=CC2=C(N=C(S2)COC)C1)=O)C |r|